FC1=C(C(=O)NC2=C(C=C(C=C2)SC)C(F)(F)F)C=CC=C1[N+](=O)[O-] 2-fluoro-3-nitro-N-(2-(trifluoromethyl)-4-(methylthio)phenyl)benzamide